(S)-N-(amino(5-(2-hydroxypropan-2-yl)thiazol-2-yl)(oxo)-λ6-sulfaneylidene)-2-(3-fluoro-2,6-diisopropylphenyl)acetamide N[S@@](=NC(CC1=C(C(=CC=C1C(C)C)F)C(C)C)=O)(=O)C=1SC(=CN1)C(C)(C)O